4-amino-7-chloro-N-((5S)-2-cyano-5,8-dihydro-6H-pyrano-[3,4-b]pyridin-5-yl)-N-methyl-1,3-dihydrofuro[3,4-c]-quinoline-8-carboxamide NC1=NC=2C=C(C(=CC2C2=C1COC2)C(=O)N(C)[C@@H]2COCC1=NC(=CC=C12)C#N)Cl